2-O-tert-butyl 8-O-ethyl 6-hydroxy-3,4-dihydro-1H-isoquinoline-2,8-dicarboxylate OC=1C=C2CCN(CC2=C(C1)C(=O)OCC)C(=O)OC(C)(C)C